5-bromo-7-hydroxyimidazo[1,2-a]pyridine-3-carbonitrile BrC1=CC(=CC=2N1C(=CN2)C#N)O